N-(bicyclo[1.1.1]pentane-1-yl)-6-chloropyrimidin-4-amine C12(CC(C1)C2)NC2=NC=NC(=C2)Cl